dithieno[3,2-b:2',3'-d]-thiophene-2-boronic acid S1C(=CC2=C1C1=C(S2)C=CS1)B(O)O